C(CCCCCCCCC)OC(CCCCCCC(CC)OC(C)=O)OCCCCCCCCCC 10,10-didecyloxy-3-acetyloxydecane